(2'S)-2'-[(2R)-3-hydroxy-2-methylpropyl]-2',3'-dihydrospiro[cyclohexane-1,1'-inden]-4-one OC[C@@H](C[C@@H]1C2(C3=CC=CC=C3C1)CCC(CC2)=O)C